3-chloro-5-(1-hydroxy-2-{4-[(4-methylsulfonylphenoxy)methyl]-2-methylpyrrolidin-1-yl}ethyl)benzonitrile ClC=1C=C(C#N)C=C(C1)C(CN1C(CC(C1)COC1=CC=C(C=C1)S(=O)(=O)C)C)O